tert-butyl 3-(2-(methyl(6-methyl-2-((4-(2-phenylacetamido)phenyl)amino)pyrimidin-4-yl)amino)ethoxy)propanoate CN(CCOCCC(=O)OC(C)(C)C)C1=NC(=NC(=C1)C)NC1=CC=C(C=C1)NC(CC1=CC=CC=C1)=O